benzyl ((1S,2R,3R,3'S,4R)-3'-(hydroxymethyl)spiro[bicyclo[2.2.1]heptane-2,1'-cyclohexan]-3-yl)carbamate OC[C@@H]1C[C@]2(CCC1)[C@H]1CC[C@@H]([C@H]2NC(OCC2=CC=CC=C2)=O)C1